BrC1=CC(=C(C=O)C=C1)N1CCC2(CC2)CC1 4-bromo-2-(6-azaspiro[2.5]oct-6-yl)benzaldehyde